C(C)(C)(C)OC(=O)N1C(CCC1)CN1CCN(CC1)C1CCN(CC1)C1=C(C=C(C(=C1)OC)[N+](=O)[O-])C ((4-(1-(5-methoxy-2-methyl-4-nitrophenyl)piperidin-4-yl)piperazin-1-yl)methyl)pyrrolidine-1-carboxylic acid tert-butyl ester